6-tert-butyl-9-[2-(cyclobutylamino)pyrimidin-5-yl]-10-methoxy-2-oxo-6,7-dihydro-2H-pyrido[2,1-a]isoquinoline-3-carboxylic acid C(C)(C)(C)C1N2C(C3=CC(=C(C=C3C1)C=1C=NC(=NC1)NC1CCC1)OC)=CC(C(=C2)C(=O)O)=O